ClC=1C(=NC(=NC1)NC1=C(C=C(C=C1)C(=O)N1C[C@@H](CC1)O)OC)C=1C=NN(C1)C(C)C (R)-(4-((5-chloro-4-(1-isopropyl-1H-pyrazol-4-yl)pyrimidin-2-yl)amino)-3-methoxyphenyl)(3-hydroxypyrrolidin-1-yl)methanone